benzyl 2-(2-chloro-4-(trifluoromethyl)phenyl)-4-hydroxypiperidine-1-carboxylate ClC1=C(C=CC(=C1)C(F)(F)F)C1N(CCC(C1)O)C(=O)OCC1=CC=CC=C1